N-(2-(1-(3-((2,6-dioxopiperidin-3-yl)amino)benzyl)piperidin-4-yl)-5-(2-hydroxypropan-2-yl)benzo[d]thiazol-6-yl)-6-(trifluoromethyl)nicotinamide O=C1NC(CCC1NC=1C=C(CN2CCC(CC2)C=2SC3=C(N2)C=C(C(=C3)NC(C3=CN=C(C=C3)C(F)(F)F)=O)C(C)(C)O)C=CC1)=O